C(C1=CC=CC=C1)N1CC(C1)(C1=NN=CN1C)C=1C=C(C=CC1)N1CC2=C(C=C(C=C2C1=O)CN(C(OC(C)(C)C)=O)C1(CCC1)C)C(F)(F)F tert-butyl ((2-(3-(1-benzyl-3-(4-methyl-4H-1,2,4-triazol-3-yl)azetidin-3-yl)phenyl)-3-oxo-7-(trifluoromethyl)isoindolin-5-yl)methyl)(1-methylcyclobutyl)carbamate